C(C)OC(=O)[C@]1([C@@H]([C@H]([C@H]([C@H](C1)O[Si](C1=CC=CC=C1)(C1=CC=CC=C1)C(C)(C)C)S(=O)(=O)C(F)(F)F)O[Si](C1=CC=CC=C1)(C1=CC=CC=C1)C(C)(C)C)O)O (1S,2R,3R,4S,5S)-3,5-di(tert-butyldiphenylsiloxy)-1,2-dihydroxy-4-trifluoromethanesulfonyl-cyclohexane-1-carboxylic acid ethyl ester